CC1=CC=C(C=C1)S(=O)(=O)NC1=C(C(=O)NC2=CC=C(C=C2)CC(=O)O)C=CC=C1 2-(4-(2-((4-methylphenyl)sulfonamido)benzamido)phenyl)acetic acid